(2E)-4-Oxopent-2-enedioic acid 1,5-dimethyl ester COC(\C=C\C(C(=O)OC)=O)=O